FC1(CCC(CC1)[C@H](NC(=O)C1=CC=NN1C(C)C)C=1N=C2N(N=C(C(=N2)N2CCOCC2)CC2C(NC[C@@H](C2)C(F)(F)F)=O)C1)F N-((1S)-(4,4-difluorocyclohexyl)(3-morpholino-2-(((5R)-2-oxo-5-(trifluoromethyl)piperidin-3-yl)methyl)imidazo[1,2-b][1,2,4]triazin-6-yl)methyl)-1-isopropyl-1H-pyrazole-5-carboxamide